5-methyl-cytidine sodium [Na].CC=1C(=NC(N([C@H]2[C@H](O)[C@H](O)[C@@H](CO)O2)C1)=O)N